[5-(5-{4-formylbicyclo[2.2.2]octan-1-yl}-1,3,4-thiadiazol-2-yl)-4-(methylamino)pyridin-2-yl]pyrrolo[1,2-b]pyridazine-3-carbonitrile C(=O)C12CCC(CC1)(CC2)C2=NN=C(S2)C=2C(=CC(=NC2)C=2C(=CC=1N(N2)C=CC1)C#N)NC